BrC1=CC2=CN(N=C2C=C1OC)CC 5-Bromo-2-ethyl-6-methoxy-2H-indazole